NC=1N=C(N(C(C1Br)=O)C)N1CCC2(CC1)OC1=C([C@H]2N[S@](=O)C(C)(C)C)C=CC=C1 (R)-N-((R)-1'-(4-amino-5-bromo-1-methyl-6-oxo-1,6-dihydropyrimidin-2-yl)-3H-spiro[benzofuran-2,4'-piperidin]-3-yl)-2-methylpropan-2-sulfinamide